4-(pyrrolidin-1-yl)pyridin-3-amine N1(CCCC1)C1=C(C=NC=C1)N